FC1=CC=C2C(=CNC2=C1C1=NC=CC=N1)S(=O)(=O)NC1=NC(=C(C(=N1)OC)OCCF)OC 6-fluoro-N-[5-(2-fluoroethoxy)-4,6-dimethoxy-pyrimidin-2-yl]-7-(2-pyrimidinyl)-1H-indole-3-sulfonic acid amide